ethyl 1-(4-cyanopyrimidin-2-yl)-4-fluoro-3-oxo-piperidine-4-carboxylate C(#N)C1=NC(=NC=C1)N1CC(C(CC1)(C(=O)OCC)F)=O